3-ethyl-7-vinylpyrido[3,2-d]pyrimidine-2,4(1H,3H)-dione C(C)N1C(NC2=C(C1=O)N=CC(=C2)C=C)=O